8'-Bromo-3,3-difluoro-3'-methylspiro[cyclobutane-1,1'-pyrrolo[2,3-c]quinolin]-2'(3'H)-one BrC1=CC=2C3=C(C=NC2C=C1)N(C(C31CC(C1)(F)F)=O)C